O1C(C1)CN(CC1OC1)CC1OC1 tris[(2-oxiranyl)methyl]amine